C(#N)CC1CCOC(O1)(C)C (4R-CIS)-6-cyanomethyl-2,2-dimethyl-1,3-dioxane